t-butylstyrene CC(C)(C)C1=CC=C(C=C1)C=C